5,5'-bis(trifluoromethyl)-2,2'-bipyridine FC(C=1C=CC(=NC1)C1=NC=C(C=C1)C(F)(F)F)(F)F